tert-Butyl 9-(benzylamino)-3-azaspiro[5.5]undecane-3-carboxylate C(C1=CC=CC=C1)NC1CCC2(CCN(CC2)C(=O)OC(C)(C)C)CC1